FC1=C(C=CC=C1)[C@@H](C)N (R)-1-(2-fluorophenyl)ethylamine